ClC=1N=NC(=CC1C1(CCCC1)C)Cl 3,6-dichloro-4-(1-methylcyclopentyl)pyridazine